C1(=CC=CC=C1)S(=O)(=O)C=1O[C@@H]([C@]([C@@](C1)(O)O[Si](C)(C)C(C)(C)C)(O)O[Si](C)(C)C(C)(C)C)C(O)O[Si](C)(C)C(C)(C)C 1-phenylsulfonyl-3,4,6-tri-tert-butyldimethylsilyloxy-D-glucal